2-methylenebutan-1-one C=C(C=O)CC